ClC1=CC(=C(C=C1)C1=C(N(N=N1)CC)CN1N=CC(=CC1=O)N1C[C@@H](N(CC1)C(C)C)C)F 2-[[5-(4-Chloro-2-fluorophenyl)-3-ethyltriazol-4-yl]methyl]-5-[(3S)-4-isopropyl-3-methylpiperazin-1-yl]pyridazin-3-on